1,1'-dimethyl-4,4'-bipyridin-1,1'-diium C[N+]1=CC=C(C=C1)C1=CC=[N+](C=C1)C